8-(3-chloro-2-fluorophenyl)-6-(3-fluoropyridin-2-yl)-2-{[1-(1-hydroxycyclopropane-1-carbonyl)azetidin-3-yl]amino}-8-methyl-7,8-dihydropyrido[4,3-d]pyrimidin-5(6H)-one ClC=1C(=C(C=CC1)C1(CN(C(C2=C1N=C(N=C2)NC2CN(C2)C(=O)C2(CC2)O)=O)C2=NC=CC=C2F)C)F